5-(3-methyl-2,3,4,5-tetrahydropyridin-6-yl)-1,3-benzothiazole CC1CN=C(CC1)C=1C=CC2=C(N=CS2)C1